O1C(OCC1)C1=C(C=CC(=C1F)F)N1CN(C(C2=CC(=C(C=C12)C(F)(F)F)F)=O)C=1C(=NC(=CC1)OC)Br 1-(2-(1,3-dioxolan-2-yl)-3,4-difluorophenyl)-3-(2-bromo-6-methoxypyridin-3-yl)-6-fluoro-7-(trifluoromethyl)-2,3-dihydroquinazolin-4(1H)-one